8-ethyl-N-[(4-methoxyphenyl)methyl]-2-(morpholin-4-yl)pyrazolo[1,5-a][1,3,5]triazin-4-amine C(C)C=1C=NN2C1N=C(N=C2NCC2=CC=C(C=C2)OC)N2CCOCC2